O1COC2=C1C=CC(=C2)CNC(NC(N)=N)=N N5-(benzo[d][1,3]dioxol-5-yl)methyl-biguanide